ClC=1C2=C(N=CN1)NC(C[C@H]2C)=O (R)-4-chloro-5-methyl-5,8-dihydropyrido[2,3-d]pyrimidin-7(6H)-one